NC1=CC=C(C=C1)C1=C(C2=C(N(C(N(C2=O)C2CCOCC2)=O)CC2=C(C=CC=C2F)F)S1)CN(C)C 6-(4-aminophenyl)-1-(2,6-difluorobenzyl)-5-((dimethylamino)methyl)-3-(tetrahydro-2H-pyran-4-yl)thieno[2,3-d]pyrimidine-2,4(1H,3H)-dione